2-amino-N-(2,5-dichloro-3-pyridyl)spiro[3.3]heptane-6-carboxamide NC1CC2(C1)CC(C2)C(=O)NC=2C(=NC=C(C2)Cl)Cl